The molecule is a flavanone glycoside that is (2S)-flavanone substituted by hydroxy groups at positions 5, 2' and 5', methyl groups at positions 6 and 8 and a (6''-O-p-coumaroyl)-beta-D-glucopyranosyloxy residue at position 7. Isolated from the leaves of Myrcia multiflora, it exhibits inhibitory activity against aldose reductase. It has a role as a metabolite and an EC 1.1.1.21 (aldehyde reductase) inhibitor. It is a beta-D-glucoside, a flavanone glycoside, a monosaccharide derivative, a trihydroxyflavanone and a cinnamate ester. It derives from a trans-4-coumaric acid. CC1=C(C2=C(C(=C1O[C@H]3[C@@H]([C@H]([C@@H]([C@H](O3)COC(=O)/C=C/C4=CC=C(C=C4)O)O)O)O)C)O[C@@H](CC2=O)C5=C(C=CC(=C5)O)O)O